(S)-3-(((1-Oxo-6,7,8,9,9a,10-hexahydro-1H-pyrido[1',2':3,4]imidazo[1,2-c]pyrimidin-3-yl)oxy)methyl)benzonitrile O=C1N=C(C=C2N1C[C@H]1N2CCCC1)OCC=1C=C(C#N)C=CC1